BrC(\C(\C)=N\NC(C1=CC=CC=C1)=O)(F)F N'-[(2E)-1-bromo-1,1-difluoroprop-2-ylidene]benzoyl-hydrazine